behenyl-methyl-benzyl-methyl-ammonium chloride [Cl-].C(CCCCCCCCCCCCCCCCCCCCC)[N+](C)(CC1=CC=CC=C1)C